CS(=O)(=O)C=1C=C(CN2C=CC3=CC(=CC=C23)C(C(=O)N)=C)C=CC1 (1-(3-(methylsulfonyl)benzyl)-1H-indol-5-yl)acrylamide